6-[2-(7-Fluoro-1-methyl-1,2,3,4-tetrahydro-quinolin-6-yl)-ethylamino]-pyrimidin FC1=C(C=C2CCCN(C2=C1)C)CCNC1=CC=NC=N1